O=C(C(=O)O)C=1OC=CC1 oxo-2-furanylacetic acid